(E)-3-(4-((E)-2-(3-cyanophenyl)-1-(1H-indazol-5-yl)but-1-en-1-yl)phenyl)acrylic acid C(#N)C=1C=C(C=CC1)/C(=C(/C=1C=C2C=NNC2=CC1)\C1=CC=C(C=C1)/C=C/C(=O)O)/CC